(S)-3-methylpiperidin HCl Cl.C[C@@H]1CNCCC1